3-(4-chlorophenyl)isothiazole ClC1=CC=C(C=C1)C1=NSC=C1